2-[3-(3-propylpiperazin-1-yl)-1,2,4-triazin-6-yl]-5-(1H-pyrazol-4-yl)phenol C(CC)C1CN(CCN1)C=1N=NC(=CN1)C1=C(C=C(C=C1)C=1C=NNC1)O